3-benzyl-8-methyl-5-phenyl-1-oxa-5-azaspiro[5.5]undec-7,10-diene-4,9-dione C(C1=CC=CC=C1)C1COC2(N(C1=O)C1=CC=CC=C1)C=C(C(C=C2)=O)C